stannum-silver [Ag].[Sn]